COC=1C=CC2=C(NCCO2)C1 6-methoxy-3,4-dihydro-2H-1,4-benzoxazine